(S)-1-(3,5-dichloro-2-methyl-4-pyridyl)ethanol ClC=1C(=NC=C(C1[C@H](C)O)Cl)C